tert-butyl 9-((1-(5-methoxy-2-(1-methyl-1H-pyrazol-4-yl)-4-nitrophenyl)piperidin-4-yl)methyl)-3,9-diazaspiro[5.5]undecane-3-carboxylate COC=1C(=CC(=C(C1)N1CCC(CC1)CN1CCC2(CCN(CC2)C(=O)OC(C)(C)C)CC1)C=1C=NN(C1)C)[N+](=O)[O-]